2,2-dimethyl-4-phenylpiperidine-1-carboxylic acid tert-butyl ester C(C)(C)(C)OC(=O)N1C(CC(CC1)C1=CC=CC=C1)(C)C